methyl 4-bromo-2-hydroxybenzoate BrC1=CC(=C(C(=O)OC)C=C1)O